(Z)-2-(4-((5-(4-chlorophenyl)-6-(isopropoxycarbonyl)-7-methyl-3-oxo-3,5-dihydro-2H-thiazolo[3,2-a]pyrimidin-2-ylidene)methyl)phenoxy)acetic acid ClC1=CC=C(C=C1)C1C(=C(N=C2N1C(/C(/S2)=C/C2=CC=C(OCC(=O)O)C=C2)=O)C)C(=O)OC(C)C